ethyl 7-chloro-1-(3-cyclopropyl-1,2,4-thiadiazol-5-yl)-5-methyl-4-oxo-1,4-dihydro-1,8-naphthyridine-3-carboxylate ClC1=CC(=C2C(C(=CN(C2=N1)C1=NC(=NS1)C1CC1)C(=O)OCC)=O)C